C(C1=CC=CC=C1)OC1C(NCCN1)C(=O)NC=1C=NC=CC1 3-benzyloxy-N-(pyridin-3-yl)piperazine-2-carboxamide